beta-alanine diacetate C(CN(CCC(=O)O)CC(=O)[O-])(=O)[O-]